[1-methyl-2-(o-tolyl)propyl] (2S)-2-[(3-acetoxy-4-methoxy-pyridine-2-carbonyl)amino]propanoate C(C)(=O)OC=1C(=NC=CC1OC)C(=O)N[C@H](C(=O)OC(C(C)C1=C(C=CC=C1)C)C)C